C12C(CC(CC1)C(=O)O)C(=O)OC2=O cis,cis-1,2,4-cyclohexanetricarboxylic acid-1,2-Anhydride